O[C@@H](C(=O)[O-])[C@H](C(=O)[O-])O.[Na+].[K+] Potassium sodium (2R,3R)-2,3-dihydroxybutanedioate